C(C)(C)(C)OC(=O)N1CCC(CC1)C1=NC(=CC=C1)OCC1=C(C=C(C=C1)Cl)F 4-(6-((4-chloro-2-fluorobenzyl)oxy)pyridin-2-yl)piperidine-1-carboxylic acid tert-butyl ester